COC=1C=C(C=NC1)NC1=NC=C2C(=N1)N(N(C2=O)CC=C)C2=NC(=CC=C2)OC2CCNCC2 6-[(5-methoxypyridin-3-yl)amino]-1-[6-(piperidin-4-yloxy)pyridin-2-yl]-2-(prop-2-en-1-yl)-1H,2H,3H-pyrazolo[3,4-d]pyrimidin-3-one